[Ta].[Ir].[Ru].[Ti] titanium ruthenium iridium tantalum